isopropoxymethyl (R)-4-((1-acryloylpiperidin-3-yl)amino)-1H-pyrrolo[2,3-b]pyridine-5-carboxylate C(C=C)(=O)N1C[C@@H](CCC1)NC1=C2C(=NC=C1C(=O)OCOC(C)C)NC=C2